C(C)(C)(C)C1=CC(=NN1)NC1=NC(=NC2=CC(=C(C=C12)OC)OCCCN1CCCC1)N1CCC(CC1)(F)F N-(5-(tert-butyl)-1H-pyrazol-3-yl)-2-(4,4-difluoropiperidin-1-yl)-6-methoxy-7-(3-(pyrrolidin-1-yl)propoxy)quinazolin-4-amine